CC=1C=C(NC)C=CC1C 3,N-dimethyl-p-toluidine